C(C1=CC=CC=C1)OC1=NC(=CC=C1C1=CC(=C(C=C1)N1C(CC(CC1)C(=O)OC)C)F)OCC1=CC=CC=C1 methyl 1-(4-(2,6-bis(benzyloxy) pyridin-3-yl)-2-fluorophenyl)-2-methylpiperidine-4-carboxylate